FC(C=1N=CC(=NC1)O[C@@H]1C[C@@H]2CN([C@H]1CC2)C=O)(F)F ((1S,4R,6R)-6-((5-(trifluoromethyl)pyrazin-2-yl)oxy)-2-azabicyclo[2.2.2]oct-2-yl)methanone